C[C@@H]1CN(C[C@H]2N1CCN(C2)CC=2C(=NC(=CC2)N2CCNCC2)C)C2=C1C=CC=NC1=C(C=C2)C#N 5-[(4R,9aS)-4-methyl-8-[(2-methyl-6-piperazin-1-yl-3-pyridyl)methyl]-3,4,6,7,9,9a-hexahydro-1H-pyrazino[1,2-a]pyrazin-2-yl]quinoline-8-carbonitrile